ethyl-3-(1-methylimidazol-4-yl)-4-[[4-(trifluoromethyl)phenyl]methylamino]benzamide C(C)C1=C(C(=O)N)C=CC(=C1C=1N=CN(C1)C)NCC1=CC=C(C=C1)C(F)(F)F